tert-butyl ((S)-1-(benzo[d]oxazol-2-yl)-1-oxo-3-((S)-2-oxopyrrolidin-3-yl) propan-2-yl)carbamate O1C(=NC2=C1C=CC=C2)C([C@H](C[C@H]2C(NCC2)=O)NC(OC(C)(C)C)=O)=O